C3-methoxyquinoxaline-6-carboxylic acid COC=1C=NC2=CC=C(C=C2N1)C(=O)O